BrC=1C(=C(OC2CCC(CC2)C(=O)N(C)OC)C=CC1)C (1r,4r)-4-(3-bromo-2-methylphenoxy)-N-methoxy-N-methylcyclohexane-1-carboxamide